O.S(C)(=O)(=O)O.C(C=C)(=O)N acrylamide mesylate monohydrate